N1(CCC1)C=1C=C(C=CC1)N1C(=C2C(N(N=CC2=C1C)C1=CC=C(C=C1)OCCOC)=O)C 6-(3-(azetidin-1-yl)phenyl)-2-(4-(2-methoxyethoxy)phenyl)-5,7-dimethyl-2,6-dihydro-1H-pyrrolo[3,4-d]pyridazin-1-one